2,3,6,7,10,11-hexacyano-1,4,5,8,9,12-hexaazabenzophenanthrene C(#N)C=1N=C2C=3N=C(C(=NC3C3=C(C2=NC1C#N)N=C(C(=N3)C#N)C#N)C#N)C#N